O[C@H]1[C@@H](O[C@@H]([C@H]1O)CO)C=1C(NC(N(C1)C=1N(C=CN1)C)=O)=O 5-((2S,3R,4S,5R)-3,4-dihydroxy-5-(hydroxymethyl)tetrahydrofuran-2-yl)-1-(1-methyl-1H-imidazole-2-yl)pyrimidine-2,4(1H,3H)-dione